But-1-yn C#CCC